CO[C@H]1CC[C@H](CC1)NC=1N=CC2=C(N1)NC=C2C2=CC=C1C(CC(OC1=C2)(C)C)=O 7-(2-((cis-4-methoxycyclohexyl)amino)-7H-pyrrolo[2,3-d]pyrimidin-5-yl)-2,2-dimethylchroman-4-one